C[C@@]12CCC[C@@]([C@H]1[C@@H]([C@]34[C@H]2CC[C@H](C3)C(=C)C4)C(=O)[O-])(C)C(=O)[O-] The molecule is a dicarboxylic acid anion obtained by deprotonation of both carboxy groups of gibberellin A12. It is a gibberellin carboxylic acid anion and a dicarboxylic acid dianion. It is a conjugate base of a gibberellin A12.